C1(CC1)C1=CC(=CC(=N1)NC(=O)C=1C(N(C=C(C1)CNC[C@H]1OCCCC1)C)=O)C1=C(C=C(C=C1)OC(F)F)C(=O)N1CC(C1)(F)F N-[6-cyclopropyl-4-[2-(3,3-difluoroazetidine-1-carbonyl)-4-(difluoromethoxy)phenyl]pyridin-2-yl]-1-methyl-5-[[[(2S)-oxan-2-yl]methylamino]methyl]-2-oxopyridine-3-carboxamide